BrC=1C=C(C=2N(C1)C=C(N2)C(=O)N2C[C@H]([C@@]1(CC2)NCC2=CC=CC=C2C1)O)N1C(CCC1)=O 1-(6-bromo-2-((3R-3'R)-3'-hydroxy-1,4-dihydro-2H-spiro[isoquinoline-3,4'-piperidine]-1'-carbonyl)imidazo[1,2-a]pyridin-8-yl)pyrrolidin-2-one